Cl.BrC1=CC(=NC=C1)C(CC)N 1-(4-bromopyridin-2-yl)propan-1-amine hydrochloride